7-fluoro-3-(methoxymethoxy)-8-((triisopropylsilyl)ethynyl)naphthalen-1-yl triflate O(S(=O)(=O)C(F)(F)F)C1=CC(=CC2=CC=C(C(=C12)C#C[Si](C(C)C)(C(C)C)C(C)C)F)OCOC